ClC1=CC=NC2=CC(=CC=C12)OCCCC 4-chloro-7-n-butoxyquinoline